6-ethyl-5-(quinolin-8-yl)pyridin-2-amine C(C)C1=C(C=CC(=N1)N)C=1C=CC=C2C=CC=NC12